2-(2,6-dioxopiperidin-3-yl)-5-(((R)-pyrrolidin-3-yl)methoxy)isoindoline-1,3-dione O=C1NC(CCC1N1C(C2=CC=C(C=C2C1=O)OC[C@H]1CNCC1)=O)=O